C(C1=CC=CC=C1)S(=O)(=O)O[C@@H]1CN(CC1)C(=O)OC(C)(C)C (S)-tert-butyl 3-(toluenesulfonyloxy)pyrrolidine-1-carboxylate